(1-(3-amino-4-(6-(cyclopropylmethyl)-N-methyl-2-(trifluoromethyl)-6H-furo[2,3-b]pyrrole-5-carboxamido)-5-methoxybenzoyl)piperidin-3-yl)carbamic acid tert-butyl ester C(C)(C)(C)OC(NC1CN(CCC1)C(C1=CC(=C(C(=C1)OC)N(C(=O)C1=CC2=C(N1CC1CC1)OC(=C2)C(F)(F)F)C)N)=O)=O